5-chloro-1'-{2-[3-(difluoromethyl)-4-methanesulfonylphenoxy]ethyl}-1,2-dihydrospiro[indole-3,4'-piperidin]-2-one ClC=1C=C2C(=CC1)NC(C21CCN(CC1)CCOC1=CC(=C(C=C1)S(=O)(=O)C)C(F)F)=O